2-fluoro-4-((5-fluoro-4-((4-(2-fluorobenzamido)phenyl)amino)pyrimidin-2-yl)amino)benzoic acid FC1=C(C(=O)O)C=CC(=C1)NC1=NC=C(C(=N1)NC1=CC=C(C=C1)NC(C1=C(C=CC=C1)F)=O)F